COC1=C(CCC(C1)C)C1=CC=CC=C1 methoxy-4-methyl-3,4,5,6-tetrahydro-[1,1'-biphenyl]